ON=C(CCCCN1C2=CC(=CC=C2C=2C=CN=C(C12)C)OC)N N'-hydroxy-5-(7-methoxy-1-methyl-β-carbolin-9-yl)pentanimidamide